2-chloro-4-(trifluoromethyl)benzene ClC1=CC=CC(=C1)C(F)(F)F